methyl 2-(1-(cyclopropylmethyl)-1H-pyrrolo[2,3-b]pyridin-2-yl)-7-methoxy-1-((1-methyl-1H-pyrazol-4-yl) methyl)-1H-benzo[d]imidazole-5-carboxylate C1(CC1)CN1C(=CC=2C1=NC=CC2)C2=NC1=C(N2CC=2C=NN(C2)C)C(=CC(=C1)C(=O)OC)OC